C1(CC1)N1N=CC(=C1)C1CN(CC(O1)C)C=1N=C(C=2N(C(C=CN2)=O)C1)C1=C(C=C(C=C1)F)F 7-[2-(1-cyclopropylpyrazol-4-yl)-6-methyl-morpholin-4-yl]-9-(2,4-difluorophenyl)pyrazino[1,2-a]pyrimidin-4-one